COC1=CC=C2C(=C(NC2=C1)C(=O)N1CCC(CC1)C=1C=C2CN(C(C2=CC1)=O)C1C(NC(CC1)=O)=O)CN1CCOCC1 3-(5-(1-(6-Methoxy-3-(morpholinomethyl)-1H-indole-2-carbonyl)piperidin-4-yl)-1-oxoisoindolin-2-yl)piperidine-2,6-dione